cis-2-(((cis-4-(3,4-difluorophenyl)cyclohexyl)oxy)-methyl)-N-ethyl-3-((methylsulfonyl)amino)piperidine-1-carboxamide FC=1C=C(C=CC1F)[C@H]1CC[C@H](CC1)OC[C@@H]1N(CCC[C@@H]1NS(=O)(=O)C)C(=O)NCC